Ethyl 6-((3-(2,2,2-trifluoroethoxy)pyridin-2-yl)oxy)-3-(trifluoromethyl)imidazo[1,2-a]pyridine-2-carboxylate FC(COC=1C(=NC=CC1)OC=1C=CC=2N(C1)C(=C(N2)C(=O)OCC)C(F)(F)F)(F)F